tert-butyl ((2R,4S,5R)-2-((S)-1-(4-fluorophenyl)-1,2,3,4-tetrahydroisoquinoline-2-carbonyl)-5-(((R)-1-hydroxybut-3-en-2-yl)oxy)tetrahydro-2H-pyran-4-yl)carbamate FC1=CC=C(C=C1)[C@@H]1N(CCC2=CC=CC=C12)C(=O)[C@@H]1OC[C@@H]([C@H](C1)NC(OC(C)(C)C)=O)O[C@@H](CO)C=C